N-Ethyldiethanolamin C(C)N(CCO)CCO